tert-butyl 3-(4-(bromomethyl)benzyl)-2-oxo-2,3-dihydro-1H-benzo[d]imidazole-1-carboxylate BrCC1=CC=C(CN2C(N(C3=C2C=CC=C3)C(=O)OC(C)(C)C)=O)C=C1